Methyl-3-amino-2-oxo-1-(1-phenyl-1H-indol-6-yl)-1,2-dihydrothieno[2,3-b]pyrazine-6-carboxylate COC(=O)C1=CC2=C(N=C(C(N2C2=CC=C3C=CN(C3=C2)C2=CC=CC=C2)=O)N)S1